5-((4-methoxyphenyl)thio)-1H-1,2,3-triazole-4-carboxylic acid COC1=CC=C(C=C1)SC1=C(N=NN1)C(=O)O